N-(3-((5-(1H-indol-5-yl)-2-((1-methyl-1H-pyrazol-4-yl)amino)pyrimidin-4-yl)amino)-4-fluorophenyl)acrylamide N1C=CC2=CC(=CC=C12)C=1C(=NC(=NC1)NC=1C=NN(C1)C)NC=1C=C(C=CC1F)NC(C=C)=O